tert-Butyl (2S)-3-(1,1-dioxothian-4-yl)-2-[2-methyl-3-(trideuteriomethoxy)phenyl]pyrrolidine-1-carboxylate O=S1(CCC(CC1)C1[C@H](N(CC1)C(=O)OC(C)(C)C)C1=C(C(=CC=C1)OC([2H])([2H])[2H])C)=O